5-fluoro-7-isopropyl-N-(1-(methylsulfonyl)piperidin-4-yl)-6-(trifluoromethyl)pyrrolo[2,1-f][1,2,4]triazin-2-amine FC=1C(=C(N2N=C(N=CC21)NC2CCN(CC2)S(=O)(=O)C)C(C)C)C(F)(F)F